COC(C1=CC=C(C=C1)CC(CC(NC=1C=CC=C2C=CC=NC12)=O)C[Si](C1=CC=CC=C1)(C)C)=O Methyl-4-(2-{[dimethyl(phenyl)silyl]methyl}-4-oxo-4-(quinolin-8-ylamino)butyl)benzoate